C(C(=C)C)(=O)O.C(C(=C)C)(=O)O.C(C(O)CO)(=O)O.OC1=CC=C(C=C1)C(C)(C)C1=CC=C(C=C1)O bisphenol A glycerate dimethacrylate